CC1=NN2C(N=C(C(=C2C)O[C@H]2CN(CC2)C2=CC=C(C=C2)C=2N=NC(=CC2)CN2C3CN(CC2CC3)C)C)=N1 2,5,7-trimethyl-6-(((3R)-1-(4-(6-((3-methyl-3,8-diazabicyclo[3.2.1]octan-8-yl)methyl)pyridazin-3-yl)phenyl)pyrrolidin-3-yl)oxy)-[1,2,4]triazolo[1,5-a]pyrimidine